ClC1=NC=C(C(=C1)[C@H](CC=C)N[S@@](=O)C(C)(C)C)C=C (S)-N-((S)-1-(2-chloro-5-vinylpyridin-4-yl)but-3-en-1-yl)-2-methylpropane-2-sulfinamide